2-(5-((4-((1,3-dimethylpyrrolidine-3-carbonyl)oxy)hexadecyl)oxy)-5-oxopentyl)propane-1,3-diyldioctanoate CN1CC(CC1)(C(=O)OC(CCCOC(CCCCC(CCCCCCCCC(=O)[O-])CCCCCCCCC(=O)[O-])=O)CCCCCCCCCCCC)C